3,9-bis[1,1-dimethyl-2-{tris(2,2,6,6-tetramethyl-4-piperidinyloxycarbonyl)butylcarbonyloxy}ethyl]-2,4,8,10-tetraoxaspiro[5.5]undecane CC(COC(=O)CCCC(C(=O)OC1CC(NC(C1)(C)C)(C)C)(C(=O)OC1CC(NC(C1)(C)C)(C)C)C(=O)OC1CC(NC(C1)(C)C)(C)C)(C)C1OCC2(CO1)COC(OC2)C(COC(=O)CCCC(C(=O)OC2CC(NC(C2)(C)C)(C)C)(C(=O)OC2CC(NC(C2)(C)C)(C)C)C(=O)OC2CC(NC(C2)(C)C)(C)C)(C)C